C(C)N(C1=CC(=C(C=C1)O)C1=NC(=C2N1C=CC=C2)C2=CC=CC=C2)CC 4-diethylamino-2-(1-phenylimidazo[1,5-a]pyridin-3-yl)phenol